Bis(2,4-di-tert-butyl-phenyl)pentaerythritol diphosphite OP(O)OP(O)O.C(C)(C)(C)C1=C(C=CC(=C1)C(C)(C)C)C(O)(C(CO)(CO)CO)C1=C(C=C(C=C1)C(C)(C)C)C(C)(C)C